tert-butyl 3,3-difluoro-9-(4-methoxycarbonylphenyl)-8-azaspiro[4.5]decane-8-carboxylate FC1(CCC2(C1)CCN(C(C2)C2=CC=C(C=C2)C(=O)OC)C(=O)OC(C)(C)C)F